4-{4-[(1,2-benzoxazol-6-yl)oxy]piperidin-1-yl}-1-methyl-2-oxo-1,2-dihydroquinoline-3-carbonitrile O1N=CC2=C1C=C(C=C2)OC2CCN(CC2)C2=C(C(N(C1=CC=CC=C21)C)=O)C#N